3,3'-Dimethyl-1',3-diphenylspiro[indoline-2,4'-pyrazol]-5'(1'H)-one CC1(C2=CC=CC=C2NC12C(=NN(C2=O)C2=CC=CC=C2)C)C2=CC=CC=C2